1-(5-(4-amino-1-isopropyl-1H-pyrazolo[3,4-d]pyrimidin-3-yl)-4-fluoroindolin-1-yl)-2-(3-(trifluoromethoxy)phenyl)ethan-1-one NC1=C2C(=NC=N1)N(N=C2C=2C(=C1CCN(C1=CC2)C(CC2=CC(=CC=C2)OC(F)(F)F)=O)F)C(C)C